N-(2,2,2-trifluoro ethyl)carbamate FC(CNC([O-])=O)(F)F